COC1=CC=C(C=C1)NN 2-p-methoxyphenylhydrazine